C(=O)(O)CC1CC(CC1)C(=O)O 3-(Carboxymethyl)cyclopentane-1-carboxylic acid